FC(C(=O)OC)=C methyl alpha-fluoroacrylate